(1s,3s)-3-((3-((1-(4-chlorophenyl)-2-(5-fluoro-6-(trifluoromethoxy)indol-1-yl)-2-oxoethyl)amino)-5-methoxyphenoxy)methyl)-cyclobutylcarboxylic acid ClC1=CC=C(C=C1)[C@@H](C(=O)N1C=CC2=CC(=C(C=C12)OC(F)(F)F)F)NC=1C=C(OCC2CC(C2)C(=O)O)C=C(C1)OC